Cl.COC=1C=C2CC(CC2=CC1OC)N 5,6-Dimethoxy-2-Aminoindane HCl